1,1'-(1,4-cyclohexandiyl)bis(1-methylpyrrolidinium) sulfate S(=O)(=O)([O-])[O-].C1(CCC(CC1)[N+]1(CCCC1)C)[N+]1(CCCC1)C